2-((5-chloro-4-((2-(dimethylphosphoryl)-4-methylphenyl)amino)pyrimidin-2-yl)amino)-8-fluoro-5,6,8,9-tetrahydro-7H-benzo[7]annulen-7-one ClC=1C(=NC(=NC1)NC=1C=CC2=C(CC(C(CC2)=O)F)C1)NC1=C(C=C(C=C1)C)P(=O)(C)C